4-(5-((1S,2S)-2-fluorocyclopropyl)-1,2,4-oxadiazol-3-yl)-N-(2-(4-isopropylpiperazin-1-yl)-6-methylphenyl)-4-methylpiperidine-1-carboxamide F[C@@H]1[C@@H](C1)C1=NC(=NO1)C1(CCN(CC1)C(=O)NC1=C(C=CC=C1C)N1CCN(CC1)C(C)C)C